4-(4-(3-chloropropyl)piperazin-1-yl)-1H-indole ClCCCN1CCN(CC1)C1=C2C=CNC2=CC=C1